ClC1=C(C=C(C=C1)F)C1(NC(C2=C1C(=CC1=C(N(N=C21)C)C2CC2)NC(C2=CC(=CC(=C2)F)C(F)(F)F)=O)=O)O N-[6-(2-chloro-5-fluorophenyl)-3-cyclopropyl-6-hydroxy-2-methyl-8-oxo-7,8-dihydro-6H-pyrrolo[4,3-g]indazol-5-yl]-5-fluoro-3-(trifluoromethyl)benzamide